2-((3aR,5s,6aS)-5-(3,4-difluorophenoxy)hexahydrocyclopenta[c]pyrrol-2(1H)-yl)-1-(5-hydroxypyridin-2-yl)ethanone FC=1C=C(OC2C[C@@H]3[C@@H](CN(C3)CC(=O)C3=NC=C(C=C3)O)C2)C=CC1F